(R)-2-(3-fluoro-2-methoxy-5-(2,2,2-trifluoroethyl)phenyl)-2-((R)-3-(methyl(5-(5,6,7,8-tetrahydro-1,8-naphthyridin-2-yl)pentyl)amino)pyrrolidin-1-yl)acetic acid FC=1C(=C(C=C(C1)CC(F)(F)F)[C@H](C(=O)O)N1C[C@@H](CC1)N(CCCCCC1=NC=2NCCCC2C=C1)C)OC